[C@H]1(C[C@@H](CCC1)NC(CCCN(CCC(=O)[O-])CCC(=O)[O-])=O)NC(CCCN(CCC(=O)[O-])CCC(=O)[O-])=O 3,3',3'',3'''-(((((cis)-cyclohexane-1,3-diyl)bis(azanediyl))bis(4-oxobutane-4,1-diyl))bis(azanetriyl))tetrapropionate